C(CC)(=S)[O-].[NH4+].BrC1=C(C=CC(=C1)CBr)CBr 2-bromo-1,4-bis(bromomethyl)benzene ammonium thiopropionate